C1(CC1)C(=O)NC=1N=C2N(N=C(C=C2)C=2C=CC(=C(C2)NC(=O)N2OCC[C@H]2C2=CC=C(C=C2)F)C)C1 (S)-N-(5-(2-(cyclopropanecarboxamido)imidazo[1,2-b]pyridazin-6-yl)-2-methylphenyl)-3-(4-fluorophenyl)isoxazolidine-2-carboxamide